C1=CN=C(C=N1)C(=O)N The molecule is a monocarboxylic acid amide resulting from the formal condensation of the carboxy group of pyrazinoic acid (pyrazine-2-carboxylic acid) with ammonia. A prodrug for pyrazinoic acid, pyrazinecarboxamide is used as part of multidrug regimens for the treatment of tuberculosis. It has a role as an antitubercular agent and a prodrug. It is a member of pyrazines, a N-acylammonia and a monocarboxylic acid amide.